(S)-((2-((4-(6-((4-cyano-2-fluorobenzyl)oxy)pyridin-2-yl)piperidin-1-yl)methyl)-1-(oxetan-2-ylmethyl)-1H-benzo[d]imidazol-6-yl)sulfonyl)carbamate C(#N)C1=CC(=C(COC2=CC=CC(=N2)C2CCN(CC2)CC2=NC3=C(N2C[C@H]2OCC2)C=C(C=C3)S(=O)(=O)NC([O-])=O)C=C1)F